1-cyclopropyl-3-[2-(2H-1,2,3-triazol-2-yl)propan-2-yl]-N-[5-(trifluoromethyl)-7-{[2-(trimethylsilyl)ethoxy]methyl}-7H-pyrrolo[2,3-d]pyrimidin-2-yl]-1H-pyrazol-5-amine C1(CC1)N1N=C(C=C1NC=1N=CC2=C(N1)N(C=C2C(F)(F)F)COCC[Si](C)(C)C)C(C)(C)N2N=CC=N2